1,1-Dimethylethyl (S)-4-Formyl-2,2-Dimethyl-3-Oxazolidinecarboxylate C(=O)[C@H]1N(C(OC1)(C)C)C(=O)OC(C)(C)C